CN1CCN(CC1)C(CC1=NSC(=N1)NC(=O)C=1OC=C(C1)C1=CC(=CC=C1)OC(F)(F)F)C N-(3-(2-(4-methylpiperazin-1-yl)propyl)-1,2,4-thiadiazol-5-yl)-4-(3-(trifluoromethoxy)phenyl)furan-2-carboxamide